4-(1-methylindazol-6-yl)-7-nitro-2-[(2-phenyloxiran-2-yl)methyl]isoindolin-1-one CN1N=CC2=CC=C(C=C12)C1=C2CN(C(C2=C(C=C1)[N+](=O)[O-])=O)CC1(OC1)C1=CC=CC=C1